CN1N=CC2=CC(=CC=C12)CNC(=O)[C@H]1N(C[C@@H](C1)CC1=CC=C(C=C1)C)C(=O)[C@@H]1N(CCC[C@@H]1C(N(C1CCNCC1)C)=O)C(=O)OC(C)(C)C tert-butyl (2R,3S)-2-[(2S,4R)-2-[(1-methylindazol-5-yl)methylcarbamoyl]-4-(p-tolylmethyl)pyrrolidine-1-carbonyl]-3-[methyl(4-piperidyl)carbamoyl]piperidine-1-carboxylate